(Z)-2-(3-(4-chlorophenyl)-4-phenyl-N'-((4-(trifluoromethyl)phenyl)sulfonyl)-1,4,5,6-tetrahydropyridazine-1-carboximidamido)butanamide ClC1=CC=C(C=C1)C1=NN(CCC1C1=CC=CC=C1)\C(\NC(C(=O)N)CC)=N/S(=O)(=O)C1=CC=C(C=C1)C(F)(F)F